Tert-butyl (6-(cyclopropylcarbamoyl)-7-hydroxy-3-(2-hydroxyethyl)-4-neopentyl-5-oxo-4,5-dihydropyrazolo[1,5-a]pyrimidin-2-yl)carbamate C1(CC1)NC(=O)C=1C(N(C=2N(C1O)N=C(C2CCO)NC(OC(C)(C)C)=O)CC(C)(C)C)=O